tert-butyl 6-[3-fluoro-4-(methoxycarbonyl)phenyl]-2,6-diazaspiro[3.3]heptane-2-carboxylate FC=1C=C(C=CC1C(=O)OC)N1CC2(CN(C2)C(=O)OC(C)(C)C)C1